ClC=1C=C(C=C(C1)Cl)C(CC(=O)O)NC 3-(3,5-dichlorophenyl)-3-(methylamino)propionic acid